FC=1C(=C(C(=CC1)F)C(C(=O)O)(F)F)OC 2-(3,6-difluoro-2-methoxyphenyl)-2,2-difluoroacetic acid